COCC1(CCN(CC1)C1=CC=CC=2N1N=CC2)C 7-[4-(methoxymethyl)-4-methylpiperidin-1-yl]pyrazolo[1,5-a]pyridin